Cl.C(CC)N1N=CC=2C1=CN=C(C2)[C@@H](C)N (R)-1-(1-propyl-1H-pyrazolo[3,4-c]pyridin-5-yl)ethanamine, hydrochloride